(7R,14R)-1-ethynyl-6-(methyl-d3)-11-(1-methyl-1H-pyrazol-3-yl)-6,7-dihydro-7,14-methanobenzo[f]benzo[4,5]imidazo[1,2-a][1,4]diazocin-5(14H)-one C(#C)C1=CC=CC=2C(N([C@H]3C=4N([C@@H](C21)C3)C3=C(N4)C=CC(=C3)C3=NN(C=C3)C)C([2H])([2H])[2H])=O